N(N)C1=C(C=CC(=C1)N)C1=CC=C(N)C=C1 hydrazinobenzidine